{1-isopropyl-1H-imidazol-4-yl}[(1R,5S,6r)-6-(5-methyl-4-phenyl-1,2-oxazol-3-yl)-3-azabicyclo[3.1.0]hex-3-yl]methanone C(C)(C)N1C=NC(=C1)C(=O)N1C[C@H]2C([C@H]2C1)C1=NOC(=C1C1=CC=CC=C1)C